C(C)OC1=CC=C2C(=N1)COCC2NC 2-ethoxy-N-methyl-5,8-dihydro-6H-pyrano[3,4-b]pyridin-5-amine